ClC1=CC2=C(N(C(N=C2N2[C@H](CN([C@@H](C2)C)C(C=C)=O)C)=O)C=2C(=NC=CC2C)C(C)C)N=C1C1=C(C=CC=C1)NC(C)=O (M)-N-[2-[6-Chloro-4-[(2S,5R)-2,5-dimethyl-4-prop-2-enoyl-piperazin-1-yl]-1-(2-isopropyl-4-methyl-3-pyridyl)-2-oxo-pyrido[2,3-d]pyrimidin-7-yl]phenyl]acetamide